C1CCN2C1=C(C=1C=CC=CC21)C(=O)O 2,3-dihydro-1H-pyrrolo[1,2-a]indole-9-carboxylic acid